FC1=CC=C(C=N1)C(=O)N1C[C@H](CC1)N(C(C)=O)C N-[(3S)-1-(6-Fluoropyridine-3-carbonyl)pyrrolidin-3-yl]-N-methylacetamide